methyl 8-hydroxy-5,6,7,8-tetrahydroquinoline-5-carboxylate OC1CCC(C=2C=CC=NC12)C(=O)OC